ClC1SC2=C(N1C1=CC=CC=C1)C=CC=C2 2-chloro-3-phenyl-2,3-dihydrobenzo[d]thiazole